BrC=1C=C2C(=NC=NC2=CC1F)N1CC(CCC1)NS(=O)(=O)C N-(1-(6-BROMO-7-FLUOROQUINAZOLIN-4-YL)PIPERIDIN-3-YL)METHANESULFONAMIDE